(S)-(4-(7-chloropyrazolo[1,5-a]pyridin-2-yl)-6,7-dihydro-1H-imidazo[4,5-c]pyridin-5(4H)-yl)(6-methoxypyrazolo[1,5-a]pyridin-3-yl)methanone ClC1=CC=CC=2N1N=C(C2)[C@H]2N(CCC1=C2N=CN1)C(=O)C=1C=NN2C1C=CC(=C2)OC